methyl 2-[1-[3,6-dimethyl-2-(1-methyl-4-piperidyl)-4-oxo-quinazolin-8-yl]ethylamino]benzoate CN1C(=NC2=C(C=C(C=C2C1=O)C)C(C)NC1=C(C(=O)OC)C=CC=C1)C1CCN(CC1)C